CC1CC2=C(C3=CC=CC=C3C(=C2CC1)OC1=CC=CC=C1)OC(C(=C)C)=O 2-methyl-9-methacryloyloxy-10-Phenoxy-1,2,3,4-tetrahydroanthracene